N-cyclopentyl-3-(2-((1-hydroxy-2-methylpropan-2-yl)amino)-2-oxoacetyl)-2-methyl-5,6,7,8-tetrahydroindolizine-1-carboxamide C1(CCCC1)NC(=O)C=1C(=C(N2CCCCC12)C(C(=O)NC(CO)(C)C)=O)C